(S)-4-(3-amino-2-(dimethylamino)propyl)-3,5-dimethylphenol NC[C@H](CC1=C(C=C(C=C1C)O)C)N(C)C